FC=1C(=C(C=CC1F)C1C(SC(C1C)(C(F)(F)F)C)C(=O)NC1=CC(=NC=C1)C(=O)N)OC 4-(3-(3,4-difluoro-2-methoxyphenyl)-4,5-dimethyl-5-(trifluoromethyl)tetrahydrothiophene-2-carboxamido)picolinamide